(1r,4r)-4-hydroxycyclohexane carbamate C(N)(O)=O.OC1CCCCC1